COC(C1=CC(=NC=C1F)C(\C=C\N(C)C)=O)=O (E)-2-(3-(dimethylamino)acryloyl)-5-fluoroisonicotinic acid methyl ester